CC1=C(C(CC1)=O)C(C)CC=C(CC)C 3-methyl-2-(5-methylhept-4-en-2-yl)cyclopent-2-en-1-one